CN1C(N(C(N(C1=O)CC1CO1)=O)CC1CO1)=O Monomethyldiglycidyl-isocyanuric acid